ClC=1N=C(C=2N(C1)N=CN2)Cl 6,8-Dichloro-[1,2,4]triazolo[1,5-a]pyrazine